O1CCOC12CCC(CC2)=CC#N 2-(1,4-dioxaspiro[4.5]dec-8-ylidene)acetonitrile